NC/C(/COC1=CC=C(C=C1)S(=O)(=O)CC12CCC(CC1)(CC2)NC(C(C)C)=O)=C\F (E)-N-(4-(((4-((2-(aminomethyl)-3-fluoroallyl)oxy)phenyl)sulfonyl)methyl)bicyclo[2.2.2]octan-1-yl)isobutyramide